C(C)(C)(C)C1CC2(C1)NC(N(C2=O)CC2=NC=CC=C2C)=O 2-tert-butyl-7-[(3-methylpyridin-2-yl)methyl]-5,7-diazaspiro[3.4]octane-6,8-dione